FC1=C(N)C=CC(=C1C#CC1=CC=2C(N=C1)=CN(N2)C(C)C)F 2,4-difluoro-3-(2-[2-isopropylpyrazolo[4,3-b]pyridin-6-yl]ethynyl)aniline